C1(=CC=C(C=C1)C(=O)N1[C@@H](CC[C@@H]1C1=C(C=CC=C1)Cl)C(=O)O)C1=CC=C(C=C1)C1=CC=CC=C1 (2S,5R)-1-([1,1':4',1''-terphenyl]-4-carbonyl)-5-(2-chlorophenyl)pyrrolidine-2-carboxylic acid